COC(=O)N1C[C@@H](OCC1)CC1=C(N=C2N1C=CC(=C2)Cl)C2=C(C(=C(C=C2F)C(NC)=O)F)OC (S)-2-((7-chloro-2-(3,6-difluoro-2-methoxy-4-(methylcarbamoyl)phenyl)imidazo[1,2-a]pyridin-3-yl)methyl)morpholine-4-carboxylic acid methyl ester